N-benzyl-2-((5-(2-hydroxyethyl)-4-methyl-6-oxo-1,6-dihydropyrimidin-2-yl)thio)acetamide C(C1=CC=CC=C1)NC(CSC=1NC(C(=C(N1)C)CCO)=O)=O